C1(CC1)C=1C(=NN(C1)[C@@H]1C[C@H](C1)CNC(OC(C)(C)C)=O)C1=NC(=CC=C1)C tert-butyl ((trans-3-(4-cyclopropyl-3-(6-methylpyridin-2-yl)-1H-pyrazol-1-yl)cyclobutyl)methyl)carbamate